O(C#N)C1=CC=C(C=C1)CC1=CC=C(C=C1)OC#N 1,1-bis(4-cyanatophenyl)methane